butylenediurea C(CCCNC(=O)N)NC(=O)N